4-((5-((5-(4-((dimethylamino)methyl)-2,5-dimethoxyphenyl)-7-methyl-8-oxo-7,8-dihydro-2,7-naphthyridin-3-yl)amino)pentyl)oxy)-2-(2,6-dioxopiperidin-3-yl)isoindoline-1,3-dione CN(C)CC1=CC(=C(C=C1OC)C=1C=2C=C(N=CC2C(N(C1)C)=O)NCCCCCOC1=C2C(N(C(C2=CC=C1)=O)C1C(NC(CC1)=O)=O)=O)OC